tertbutyl 3-aminoazetidine-1-carboxylate NC1CN(C1)C(=O)OC(C)(C)C